6-(3,5-dichloro-4-((5-cyclohexyl-6-oxo-1,6-dihydropyridazin-3-yl)oxy)phenyl)-2-methyl-1,2,4-triazine-3,5(2H,4H)-dione ClC=1C=C(C=C(C1OC1=NNC(C(=C1)C1CCCCC1)=O)Cl)C=1C(NC(N(N1)C)=O)=O